monosilyl ether [SiH3]O[SiH3]